C(C)(C)(C)OC(=O)N1CCC(CC1)(C(=O)N[C@@H](CCC(=O)OCC1=CC=CC=C1)C(=O)OCC1=CC=CC=C1)CO dibenzyl (1-(tert-butoxycarbonyl)-4-(hydroxymethyl)piperidine-4-carbonyl)-L-glutamate